ClC1=NC(=NC(=N1)C1=CC=CC=C1)C=1C=C(C=CC1)C=1C=CC=C2C=CC=NC12 8-(3-(4-chloro-6-phenyl-1,3,5-triazin-2-yl)phenyl)quinoline